C1(=CC=CC=C1)C(C)(OCC12C=CC(CC1)C2)OCC21C=CC(CC2)C1 (((1-phenylethane-1,1-diyl)bis(oxy))bis(methylene))bis(bicyclo[2.2.1]hept-2-ene)